O[C@H](\C=C\CCCCCCCCCCCCCCCCCCCCCCCC)[C@H]1N(C(OC1)(C)C)C(=O)O.BrC1=NC=CC(=C1)CC(=O)C1=NC(=CC=C1)C 2-(2-Bromopyridin-4-yl)-1-(6-methylpyridin-2-yl)ethan-1-one (4S)-4-[(E,1R)-1-hydroxyheptacosane-2-enyl]-2,2-dimethyl-oxazolidine-3-carboxylate